3-(propan-2-yl)imidazo[1,5-a]pyrazin-8-amine CC(C)C1=NC=C2N1C=CN=C2N